2-amino-5-(3,5-bis(trifluoromethyl)phenyl)nicotinic acid NC1=C(C(=O)O)C=C(C=N1)C1=CC(=CC(=C1)C(F)(F)F)C(F)(F)F